ClC1=C(N=C(C(=C1C(=O)O)C#N)Cl)Cl 5-chloro-3-cyano-2,6-dichloroisonicotinic acid